(R)-N-(3-(2-(4-chloro-3-(1-hydroxypropan-2-yloxy)phenylamino)-5-fluoropyrimidin-4-ylamino)phenyl)acrylamide ClC1=C(C=C(C=C1)NC1=NC=C(C(=N1)NC=1C=C(C=CC1)NC(C=C)=O)F)O[C@@H](CO)C